4H-1λ2,3λ2-pyrimidine-2,4-dione [N]1C([N]C(C=C1)=O)=O